2'-O-(tert-Butyldimethylsilyl)-3'-deoxy-3',4'-didehydro-5-fluorouridine [Si](C)(C)(C(C)(C)C)O[C@H]1[C@@H](OC(=C1)CO)N1C(=O)NC(=O)C(=C1)F